4-[[(2R,3R,4R,5R)-3-[3,4-Difluoro-2-(trideuteriomethoxy)phenyl]-4,5-dimethyl-5-(trifluoromethyl)tetrahydrofuran-2-carbonyl]amino]-1-oxido-pyridin-1-ium-2-carboxamid FC=1C(=C(C=CC1F)[C@@H]1[C@@H](O[C@]([C@@H]1C)(C(F)(F)F)C)C(=O)NC1=CC(=[N+](C=C1)[O-])C(=O)N)OC([2H])([2H])[2H]